3-(2-(3-bromophenyl)-2-methylpropyl)-4-methyl-4H-1,2,4-triazole BrC=1C=C(C=CC1)C(CC1=NN=CN1C)(C)C